3-((thiophen-2-ylmethyl)carbamoyl)piperazine-1-carboxylate S1C(=CC=C1)CNC(=O)C1CN(CCN1)C(=O)[O-]